(S)-4-(6-(4-((3-chloropyridin-2-yl)methyl)-4-hydroxypiperidin-1-yl)pyridin-3-yl)-6-(2-hydroxypropoxy)pyrazolo[1,5-a]pyridine-3-carbonitrile ClC=1C(=NC=CC1)CC1(CCN(CC1)C1=CC=C(C=N1)C=1C=2N(C=C(C1)OC[C@H](C)O)N=CC2C#N)O